The molecule is an amino acid zwitterion obtained by transfer of protons from the amino to the carboxy groups of 2-[3-carboxy-3-(dimethylamino)propyl]-L-histidine. It is a tautomer of a 2-[3-carboxy-3-(dimethylamino)propyl]-L-histidine. C[NH+](C)C(CCC1=NC=C(N1)C[C@@H](C(=O)[O-])[NH3+])C(=O)[O-]